N1=C(C=CC=C1)C1=CC=C(C=C1)C(=O)O (4-(pyridin-2-yl)phenyl)carboxylic acid